FC(CC1=NN=C2N1C1=CC=CC(=C1C(=N2)NC2=CC(=NC=C2)C#CC2(CC2)C(F)(F)F)F)F 2,2-difluoroethyl-6-fluoro-N-(2-((1-(trifluoromethyl)cyclopropyl)ethynyl)pyridin-4-yl)-[1,2,4]triazolo[4,3-a]quinazolin-5-amine